N1=CC=NC2=C1C1=C(S2)C=CC=C1 benZothienopyrazine